N-((R)-1,1-dioxido-2,3-dihydrothiophen-3-yl)-2-methoxy-5-(methoxymethoxy)-6-((1s,4S)-4-(trifluoromethyl)cyclohexyl)nicotinamide O=S1(C[C@@H](C=C1)NC(C1=C(N=C(C(=C1)OCOC)C1CCC(CC1)C(F)(F)F)OC)=O)=O